2-fluoro-N-((2R)-3-methyl-1-(2-methyl-3-oxo-4-phenyl-2,8-diazaspiro[4.5]decan-8-yl)-1-oxobutan-2-yl)-5-(trifluoromethyl)benzamide FC1=C(C(=O)N[C@@H](C(=O)N2CCC3(C(C(N(C3)C)=O)C3=CC=CC=C3)CC2)C(C)C)C=C(C=C1)C(F)(F)F